C(C)(C)(C)OC(N(C)C1CCN(CC1)C1=C2CCN(C2=CC=C1)[C@H]1C(NC(CC1)=O)=O)=O |r| Racemic-N-[1-[1-(2,6-dioxo-3-piperidyl)indolin-4-yl]-4-piperidyl]-N-methyl-carbamic acid tert-butyl ester